C(C)(C)(C)OC(=O)N1CC[C@H]2[C@@H]1CN(CC2)C(=O)C2=CN(CCS2)C=2C1=C(N=CN2)NC=C1.C(C)(C)C1=C(N)C=C(C=C1)C 2-isopropyl-5-methyl-aniline tert-butyl-(3aS,7aR)-6-(4-(7H-pyrrolo[2,3-d]pyrimidin-4-yl)-3,4-dihydro-2H-1,4-thiazine-6-carbonyl)octahydro-1H-pyrrolo[2,3-c]pyridine-1-carboxylate